[Mn].[Al] Aluminum-Manganese